FC1CN(CC1)[C@@H]1CN(CCC1)C1=C2C(=NC=C1)N(C=C2C=2C=NC=NC2)COCC[Si](C)(C)C 2-[[4-[(3S)-3-(3-fluoropyrrolidin-1-yl)-1-piperidyl]-3-pyrimidin-5-yl-pyrrolo[2,3-b]pyridin-1-yl]methoxy]ethyl-trimethyl-silane